6-[4-[cis-3-(dimethylamino)-4-hydroxy-pyrrolidin-1-yl]-5,6-difluoro-8-(methylamino)-9H-pyrido[2,3-b]indol-3-yl]-1-(methylamino)-4-oxo-1,8-naphthyridine-3-carboxylic acid CN([C@@H]1CN(C[C@@H]1O)C1=C(C=NC=2NC3=C(C=C(C(=C3C21)F)F)NC)C=2C=C1C(C(=CN(C1=NC2)NC)C(=O)O)=O)C